3,4-dimethyl-8-[(2R,4S)-2-methyl-4-[(2-methyl-4-pyridinyl)oxy]pyrrolidin-1-yl]pyrimido[4',5':4,5]thieno[2,3-c]pyridazine CC1=C(C2=C(N=N1)SC1=C2N=CN=C1N1[C@@H](C[C@@H](C1)OC1=CC(=NC=C1)C)C)C